(1S,3S)-N1-(6-Cyclopropyl-1,2,4-triazin-3-yl)-N3-(5-(2-fluoro-6-methoxyphenyl)pyridin-2-yl)cyclopentane-1,3-diamine C1(CC1)C1=CN=C(N=N1)N[C@@H]1C[C@H](CC1)NC1=NC=C(C=C1)C1=C(C=CC=C1OC)F